N-(cyclobutylmethyl)-5,6-bis(3-fluoro-4-hydroxyphenyl)-N-(4-methoxyphenyl)-7-oxabicyclo[2.2.1]hept-5-ene-2-sulfonamide C1(CCC1)CN(S(=O)(=O)C1C2C(=C(C(C1)O2)C2=CC(=C(C=C2)O)F)C2=CC(=C(C=C2)O)F)C2=CC=C(C=C2)OC